(1r,3r)-3-((3-((1-(4-chlorophenyl)-2-(5-fluoro-6-(trifluoromethoxy)indolin-1-yl)-2-oxoethyl)amino)-5-methoxyphenoxy)methyl)cyclobutanecarboxylic acid ClC1=CC=C(C=C1)[C@H](C(=O)N1CCC2=CC(=C(C=C12)OC(F)(F)F)F)NC=1C=C(OCC2CC(C2)C(=O)O)C=C(C1)OC